O=C1NC(CCC1N1N=CC2=CC=C(C=C2C1=O)N1CCN(CC1)C(=O)OC(C)(C)C)=O tert-Butyl 4-[3-(2,6-dioxopiperidin-3-yl)-4-oxo-3,4-dihydrophthalazin-6-yl]piperazine-1-carboxylate